C1(CC1)C1=NC=C(C=N1)C=1C=C2C(=NC1)NC=C2C(=O)C=2C(=C(C(=CC2)F)NS(=O)(=O)C)F N-(3-(5-(2-cyclopropylpyrimidin-5-yl)-1H-pyrrolo[2,3-b]pyridine-3-carbonyl)-2,6-difluorophenyl)methanesulfonamide